4-[[2-(1H-indazol-6-yl)acetyl]amino]-N-[4-(trifluoromethyl)tetrahydropyran-4-yl]pyridine-2-carboxamide N1N=CC2=CC=C(C=C12)CC(=O)NC1=CC(=NC=C1)C(=O)NC1(CCOCC1)C(F)(F)F